COC(CC[C@@H](C)[C@H]1CC[C@H]2[C@@H]3C(C[C@@H]4CC(C(=C[C@]4(C)[C@H]3CC[C@]12C)F)=O)=O)=O 2-fluoro-3,7-di-oxo-5beta-chol-1-enoic acid methyl ester